COC1=C(C(=NC(=N1)C1=NC=C(C=C1)C)NC1=CC=C(C=C1)C)C(F)(F)F 6-methoxy-N-(4-methylphenyl)-2-(5-methyl-2-pyridyl)-5-(trifluoromethyl)-4-pyrimidinamine